2-amino-N-[7-methoxy-8-(3-morpholin-4-ylpropoxy)-2,3-dihydroimidazo[1,2-c]quinazolin-5-yl]pyrimidine-4-carboxamide NC1=NC=CC(=N1)C(=O)NC1=NC=2C(=C(C=CC2C=2N1CCN2)OCCCN2CCOCC2)OC